N-[(6-Amino-2-pyridyl)sulfonyl]-6-(3-fluoro-5-isobutoxyphenyl)-2-[(2R)-2-(methoxymethyl)pyrrolidin-1-yl]pyridin-3-carboxamid NC1=CC=CC(=N1)S(=O)(=O)NC(=O)C=1C(=NC(=CC1)C1=CC(=CC(=C1)OCC(C)C)F)N1[C@H](CCC1)COC